2-(3-(4-(4-(4-(3-amino-6-(2-hydroxyphenyl)pyridazin-4-yl)phenyl)piperazin-1-yl)piperidin-1-yl)isoxazol-5-yl)-3-methylbutanoic acid NC=1N=NC(=CC1C1=CC=C(C=C1)N1CCN(CC1)C1CCN(CC1)C1=NOC(=C1)C(C(=O)O)C(C)C)C1=C(C=CC=C1)O